4-(tert-butyl)-N-(2,6-difluorobenzoyl)-2-ethoxybenzamide C(C)(C)(C)C1=CC(=C(C(=O)NC(C2=C(C=CC=C2F)F)=O)C=C1)OCC